N-(8'-bromo-4'H-spiro[cyclopropane-1,5'-naphtho[2,1-d]isoxazol]-3'-yl)-2,6-dimethoxy-4-((methylsulfonyl)methyl)benzenesulfonamide BrC1=CC=C2C3(CC=4C(=NOC4C2=C1)NS(=O)(=O)C1=C(C=C(C=C1OC)CS(=O)(=O)C)OC)CC3